N1(CCCCCC1)CCNC(NC=1C=C2C=CC(=NC2=CC1)N1CCN(CC1)C(=O)OC(C)(C)C)=S tert-butyl 4-(6-(3-(2-(azepan-1-yl)ethyl)thioureido)quinolin-2-yl)piperazine-1-carboxylate